BrC1=C(C=C(C=C1)C(/C=C/C(=O)O)=O)F (E)-4-(4-bromo-3-fluorophenyl)-4-oxobut-2-enoic acid